(S)-tert-butyl (3-(2-(1-(3-(3-carbamoylphenyl)pyridin-2-yl)-2-(3,5-difluorophenyl)ethylamino)-2-oxoethyl)-1H-indol-5-yl)methylcarbamate C(N)(=O)C=1C=C(C=CC1)C=1C(=NC=CC1)[C@H](CC1=CC(=CC(=C1)F)F)NC(CC1=CNC2=CC=C(C=C12)CNC(OC(C)(C)C)=O)=O